C(C)OC(=O)C1=C(N(C2=CC=C(C(=C12)CN1CC2=CC=C(C=C2CC1)OC)O)C)C 5-hydroxy-4-((6-methoxy-3,4-dihydroisoquinolin-2(1H)-yl)methyl)-1,2-dimethyl-1H-indole-3-carboxylic acid ethyl ester